4'-((1,10-phenanthroline-2,9-diyl)bis(1H-1,2,3-triazole-4,1-diyl))bis(2-hydroxybenzoic acid) N1=C(C=CC2=CC=C3C=CC(=NC3=C12)C=1N=NN(C1)C=1C(=C(C(=O)O)C=CC1)O)C=1N=NN(C1)C=1C(=C(C(=O)O)C=CC1)O